O=C1NC(CCC1N1C(C2=CC(=CC(=C2C1)C1CCN(CC1)CCCCCCCCC(=O)NC1=C2C(N(C(C2=CC=C1)=O)[C@H](CS(=O)(=O)C)C1=CC(=C(C=C1)OC)OCC)=O)F)=O)=O 9-(4-(2-(2,6-dioxopiperidin-3-yl)-6-fluoro-1-oxoisoindolin-4-yl)piperidin-1-yl)-N-(2-((S)-1-(3-ethoxy-4-methoxyphenyl)-2-(methylsulfonyl)ethyl)-1,3-dioxoisoindolin-4-yl)-nonanamide